FC(C(=O)OC(C(F)F)=O)F (2,2-difluoroacetyl) 2,2-difluoroacetate